ammonium 5-[5-({cis-3-[2-(cyclopropyloxy)pyridin-4-yl]-3-fluoro-cyclobutyl}oxy)pyrazin-2-yl]isoxazol-3-olate C1(CC1)OC1=NC=CC(=C1)C1(CC(C1)OC=1N=CC(=NC1)C1=CC(=NO1)[O-])F.[NH4+]